(R)-2-amino-6-((2-methoxy-6-(2-(methylamino)ethoxy)pyridin-3-yl)methyl)-4-(pentan-2-ylamino)pyrimido[4,5-d]pyridazin-5(6H)-one NC=1N=C(C2=C(C=NN(C2=O)CC=2C(=NC(=CC2)OCCNC)OC)N1)N[C@H](C)CCC